O1COC2=C1C=CC(=C2)CNC2=NC1=CC=CC=C1C(=N2)NC(C)C2=CC=CC=C2 N2-(Benzo[d][1,3]dioxol-5-ylmethyl)-N4-(1-phenylethyl)quinazoline-2,4-diamine